C1(=CC=CC=C1)C(CC)NC(=O)C=1C=C2C=CN(C2=CC1)CC1=CC=C(C=C1)C=1C(=CC=CC1)C(=O)OC(C)(C)C tert-Butyl 4'-((5-((1-phenylpropyl)carbamoyl)-1H-indol-1-yl)methyl)-[1,1'-biphenyl]-2-carboxylate